C(C)(=O)C1=CC=C2C(N(C(C2=C1)=O)CC1=C(C=C(C=C1)Cl)S(=O)(=O)N1CCOCC1)(OCC1(CC1)CO)C1=CC=C(C=C1)Cl 6-Acetyl-2-(4-chloro-2-(morpholinosulfonyl)benzyl)-3-(4-chlorophenyl)-3-((1-(hydroxymethyl)cyclopropyl)methoxy)isoindolin-1-one